O1CC[C@@H]2[C@H]1OC[C@@H]2OC(=O)N2CCN(CC2)C2=NC=1N(C=C2)N=CC1C1=C(C=CC=C1)OC1CC1 [(3aS,4R,6aR)-2,3,3a,4,5,6a-hexahydrofuro[2,3-b]furan-4-yl]4-[3-[2-(cyclopropoxy)phenyl]pyrazolo[1,5-a]pyrimidin-5-yl]piperazine-1-carboxylate